C(C)OP(=O)(OCC)CC=1C=C2C=C(NC2=CC1)C(=O)OC1=CC=C(C=C1)[N+](=O)[O-] 4-nitrophenyl 5-((diethoxyphosphoryl) methyl)-1H-indole-2-carboxylate